FC(CC(C#N)(C#N)CCC(C(F)(F)F)(F)F)(C(C(C(F)F)(F)F)(F)F)F (2,2,3,3,4,4,5,5-octafluoro-pentyl)(3,3,4,4,4-pentafluorobutyl)malononitrile